3-amino-N-(4-(N-propionylsulfamoyl)phenyl)-6-p-tolylpyrazine-2-carboxamide NC=1C(=NC(=CN1)C1=CC=C(C=C1)C)C(=O)NC1=CC=C(C=C1)S(NC(CC)=O)(=O)=O